N-[1-(5-bromo-2-pyrimidin-2-yl-1,2,4-triazol-3-yl)ethyl]-7-chloro-5-(trifluoromethyl)-1,2-benzoxazol-3-amine BrC=1N=C(N(N1)C1=NC=CC=N1)C(C)NC1=NOC2=C1C=C(C=C2Cl)C(F)(F)F